heptadecafluorooctanesulfonate sodium [Na+].FC(C(C(C(C(C(C(C(S(=O)(=O)[O-])(F)F)(F)F)(F)F)(F)F)(F)F)(F)F)(F)F)(F)F